5-Fluoro-1,3-dihydro-isoindole-2-carboxylic acid (1-dimethylamino-cyclohexylmethyl)-amide hydrochloride Cl.CN(C1(CCCCC1)CNC(=O)N1CC2=CC=C(C=C2C1)F)C